N-((2R,3S)-1-(6-methoxypyridin-2-yl)-2-((((CIS)-4-phenylcyclohexyl)oxy)methyl)pyrrolidin-3-yl)methanesulfonamide COC1=CC=CC(=N1)N1[C@H]([C@H](CC1)NS(=O)(=O)C)CO[C@@H]1CC[C@@H](CC1)C1=CC=CC=C1